FC=1C=C(C#N)C=C(C1)C=1C=NN(C1)CC1=CC(=CC=C1)C(F)(F)F 3-fluoro-5-(1-(3-(trifluoromethyl)benzyl)-1H-pyrazol-4-yl)benzonitrile